1-(tert-butyl)-3-((1S,3R)-3-((tert-butyldimethylsilyl)oxy)cyclopentyl)-1H-pyrazol C(C)(C)(C)N1N=C(C=C1)[C@@H]1C[C@@H](CC1)O[Si](C)(C)C(C)(C)C